COC([C@@H](NS(=O)(=O)C)[C@@H](C)CC)=O methylsulfonyl-L-isoleucine methyl ester